O=C1N(C(C(N1)CCCS(N)(=O)=O)=O)C1CC2(CC(C2)OC2=NC=CC=C2C(=O)N)C1 2-{[(αR)-6-[2,5-dioxo-4-(3-sulfamoylpropyl)imidazolidin-1-yl]spiro-[3.3]heptan-2-yl]-oxy}pyridine-3-carboxamide